2-(3-(3-(1-(2-chloro-4-fluorophenyl)cyclopropyl)-1,2,4-oxadiazol-5-yl)-5-(difluoromethyl)-1H-pyrazol-1-yl)-N-(2-hydroxy-2-methylpropyl)acetamide ClC1=C(C=CC(=C1)F)C1(CC1)C1=NOC(=N1)C1=NN(C(=C1)C(F)F)CC(=O)NCC(C)(C)O